NC1=C2N=C(N(C2=NC(=N1)F)CCCS(=O)(=O)NCC)CC=1C=C2C(CCC2=CC1I)F 3-(6-amino-2-fluoro-8-((3-fluoro-6-iodo-2,3-dihydro-1H-inden-5-yl)methyl)-9H-purin-9-yl)-N-ethylpropane-1-sulfonamide